CC1CC(C(C=C1)C)C 2,5,6-trimethylcyclohex-3-ene